methyl (2S)-2-amino-4-methylthiobutyrate N[C@H](C(=S)OC)CCC